C1(=CC=CC=C1)C1=NOC(=N1)CC1CCN(CC1)C(=O)N1C[C@@H]2[C@@H](OCC(N2)=O)CC1 |r| rac-(4aR,8aS)-6-(4-((3-Phenyl-1,2,4-oxadiazol-5-yl)methyl)piperidine-1-carbonyl)hexahydro-2H-pyrido[4,3-b][1,4]oxazin-3(4H)-one